CC=1C(=C(C(=CC1)N)N)C dimethyl-benzenediamine